FC1=C(CNC(=O)[C@@H]2C[C@@H](C2)OCC2=CC(=CC=C2)C(F)(F)F)C=CC(=C1C=1NC(C=C(N1)C(F)(F)F)=O)C(F)(F)F cis-N-{2-fluoro-3-[6-oxo-4-(trifluoromethyl)-1,6-dihydropyrimidin-2-yl]-4-(trifluoromethyl)benzyl}-3-{[3-(trifluoromethyl)benzyl]oxy}cyclobutane-1-carboxamide